C[SiH]1N(CCCN1[Si](C)(C)C)[Si](C)(C)C 2-methyl-1,3-bis(trimethylsilyl)-1,3-diaza-2-silacyclohexane